N,N-dimethyl-acetylAmine CN(C)C(C)=O